3-Butyl-3-ethyl-7-fluoro-8-methoxy-5-phenyl-2,3,4,5-tetrahydro-1,5-benzothiazepine 1,1-dioxide C(CCC)C1(CS(C2=C(N(C1)C1=CC=CC=C1)C=C(C(=C2)OC)F)(=O)=O)CC